N1(CCNCCC1)C=1C=C(C=CC1F)C=1OC=CN1 2-[3-(1,4-diazepan-1-yl)-4-fluoro-phenyl]oxazole